C(CCCCCCC)NC(=O)NCCCCCCCC 1,3-di-n-octylurea